Methyl 4-[3-[(2S)-2-[(tert-butoxycarbonyl)amino]-4-carbamoylbutoxy]-2-chloro-5-fluorophenyl]butanoate C(C)(C)(C)OC(=O)N[C@H](COC=1C(=C(C=C(C1)F)CCCC(=O)OC)Cl)CCC(N)=O